8-Amino-4-methylisoquinoline-3-carboxylic acid methyl ester COC(=O)C=1N=CC2=C(C=CC=C2C1C)N